mercaptoethylthio-3-mercaptopropane SCCSCCCS